CN1N=C2C(=N1)C=CC(=C2)B(O)O (2-methyl-2H-benzo[d][1,2,3]triazol-5-yl)boronic acid